C(C)OC1=NC=C(C=C1NC1=NNC2=CC(=CC=C12)[C@@H]1C[C@@]12C(NC1=CC=C(C=C21)OC)=O)N2C=NC=C2 (1R,2S)-2-(3-((2-ethoxy-5-(1H-imidazol-1-yl)pyridin-3-yl)amino)-1H-indazol-6-yl)-5'-methoxyspiro[cyclopropane-1,3'-indolin]-2'-one